Methyl 2-((5-acrylamido-2-methoxy-4-((1S,4S)-5-methyl-2,5-diazabicyclo[2.2.1]heptan-2-yl)phenyl)amino)-4-(1-methyl-1H-indol-3-yl)pyrimidine-5-carboxylate C(C=C)(=O)NC=1C(=CC(=C(C1)NC1=NC=C(C(=N1)C1=CN(C2=CC=CC=C12)C)C(=O)OC)OC)N1[C@@H]2CN([C@H](C1)C2)C